4,4'-(((2-methylenepropane-1,3-diyl)bis(oxy))bis(4-fluoro-6-methoxybenzo[b]-thiophene-5,2-diyl))bis(4-oxobutanoic acid) C=C(COC1=C(C2=C(SC(=C2)C(CCC(=O)O)=O)C=C1OC)F)COC1=C(C2=C(SC(=C2)C(CCC(=O)O)=O)C=C1OC)F